N-(6-amino-5-methylpyridin-3-yl)-2-((2S,5R)-5-methyl-4-(1-methylcyclopropanecarbonyl)-2-(m-tolyl)piperazin-1-yl)-2-oxoacetamide NC1=C(C=C(C=N1)NC(C(=O)N1[C@H](CN([C@@H](C1)C)C(=O)C1(CC1)C)C=1C=C(C=CC1)C)=O)C